COC=1C(=NC=CC1C=O)C (3-methoxy-2-methyl-4-pyridyl)methanone